2-bromo-5-hydrazinylpyridine BrC1=NC=C(C=C1)NN